C(CCCC#C)OCC(=O)NCCC(C)(C)C hex-5-yn-1-yl-oxyacetamido-3,3-dimethylbutane